3-((7-(2-amino-7-fluorobenzo[d]thiazol-4-yl)-4-(3,8-diazabicyclo[3.2.1]octan-3-yl)-8-fluoro-6-(trifluoromethyl)quinazolin-2-yl)oxy)-2,2-difluoropropan-1-ol NC=1SC2=C(N1)C(=CC=C2F)C2=C(C=C1C(=NC(=NC1=C2F)OCC(CO)(F)F)N2CC1CCC(C2)N1)C(F)(F)F